O[C@@H](C(=O)N1CCC(CC1)C(=O)N([C@H](C(F)(F)F)C1=CC=C(C=C1)NC=1C(=C2C(=NC1)SC(=N2)C)[C@H](C)OC)C)CO 1-[(2R)-2,3-dihydroxypropanoyl]-N-methyl-N-{(1S)-2,2,2-trifluoro-1-[4-({7-[(1S)-1-methoxyethyl]-2-methyl[1,3]thiazolo[5,4-b]pyridin-6-yl}amino)phenyl]ethyl}piperidine-4-carboxamide